N1C=CC2=CC(=CC=C12)NC(=O)C12C(C(=NO1)C=1C=NC=CC1)C1CCC2C1 N-(1H-Indol-5-yl)-3-(pyridin-3-yl)-3a,4,5,6,7,7a-hexahydro-4,7-methanobenzo[d]isoxazole-7a-carboxamide